C(CCCCCCCCCCCCCCC)(=O)OCC(C)OC(CCCCCCCCCCCCCCC)=O propylene glycol dipalmitate